[2-(2,6-dioxopiperidin-3-yl)-4-methoxy-3-oxo-2,3-dihydro-1H-isoindol-5-yl]methyl N-[4-(3-chlorophenoxy)-2-fluorophenyl]carbamate ClC=1C=C(OC2=CC(=C(C=C2)NC(OCC=2C(=C3C(N(CC3=CC2)C2C(NC(CC2)=O)=O)=O)OC)=O)F)C=CC1